((tert-butyldimethylsilyl)oxy)-2-oxo-2,3-dihydro-1H-benzo[d]imidazole-1-ylpiperidine-1-carboxylate [Si](C)(C)(C(C)(C)C)OC1(N(CCCC1)C(=O)[O-])N1C(NC2=C1C=CC=C2)=O